(R)-3,3,3-Trifluoro-2-hydroxy-2-methylpropionic acid FC([C@](C(=O)O)(C)O)(F)F